6-bromo-2,4-difluoro-2-iodo-2,3-dihydro-1H-inden-1-one BrC1=CC(=C2CC(C(C2=C1)=O)(I)F)F